C(C)OC(=O)C=1C(NC2=CC=CC=C2C1)=O 2-oxo-1,2-dihydro-quinoline-3-carboxylic acid ethyl ester